(2-(azetidin-3-yloxy)ethyl)carbamic acid tert-butyl ester C(C)(C)(C)OC(NCCOC1CNC1)=O